ClC1=C(C=CC=C1OC)C(=O)N1[C@H](C=2N(CC1)C(CN2)C2=CC(=CC=C2)Cl)C (2-chloro-3-methoxy-phenyl)-[(8S)-3-(3-chlorophenyl)-8-methyl-2,5,6,8-tetrahydroimidazo[1,2-a]pyrazin-7-yl]methanone